C1(=CC=CC=C1)S(=O)(=O)O.N[C@H](C(=O)OCN1N=CC(=C1)C=1SC=C(N1)C(NC=1C(=NN(C1)C1CCC(CC1)OCC)C1=NC(=CC=C1F)F)=O)C(C)(C)C (4-(4-((3-(3,6-difluoropyridin-2-yl)-1-((1r,4r)-4-ethoxycyclohexyl)-1H-pyrazol-4-yl)carbamoyl)thiazol-2-yl)-1H-pyrazol-1-yl)methyl (S)-2-amino-3,3-dimethylbutanoate benzenesulfonate